2-((6-((4-(4-cyano-6-methylpyrimidin-2-yl)piperazin-1-yl)sulfonyl)pyridazin-3-yl)carbamoyl)phenyl piperazine-1-sulfonate N1(CCNCC1)S(=O)(=O)OC1=C(C=CC=C1)C(NC=1N=NC(=CC1)S(=O)(=O)N1CCN(CC1)C1=NC(=CC(=N1)C#N)C)=O